hexamethyltriphenylamine CC1C(C(C(C=C1)(N(C1=CC=CC=C1)C1=CC=CC=C1)C)(C)C)(C)C